(2-((5-chloro-2-((2-methoxy-4-(4-methylpiperazin-1-yl)-5-nitrophenyl)amino)pyrimidin-4-yl)amino)phenyl)dimethylphosphine oxide ClC=1C(=NC(=NC1)NC1=C(C=C(C(=C1)[N+](=O)[O-])N1CCN(CC1)C)OC)NC1=C(C=CC=C1)P(C)(C)=O